octafluorophthaloyl chloride FC1(C(C(C(C(C(=O)Cl)(C1)F)(C(=O)Cl)F)(F)F)(F)F)F